O=C(C(C)NC([O-])=O)CC 3-oxo-2-pentylcarbamate